COC1=CC=C(C(=C1)N)C1=CC=C(C=C1N)OC 4,4'-dimethoxy-6,6'-diaminobiphenyl